1-[[4-[1-(2,6-dichlorophenyl)azetidin-3-yl]phenyl]methyl]-4-methyl-piperidin-4-ol ClC1=C(C(=CC=C1)Cl)N1CC(C1)C1=CC=C(C=C1)CN1CCC(CC1)(O)C